BrC=1C=C(C=C2C(N(C(=NC12)C=1C=NC=CC1)C)=O)C 8-bromo-3,6-dimethyl-2-(3-pyridyl)quinazolin-4-one